C(C)(=O)[C@]1(CC[C@H]2[C@@H]3C=C(C4=CC(CC[C@@]4([C@H]3CC[C@]12C)C)=O)C)CC(=O)[O-] [(8R,9S,10R,13S,14S,17R)-17-acetyl-6,10,13-trimethyl-3-oxo-2,8,9,11,12,14,15,16-octahydro-1H-cyclopenta[a]phenanthren-17-yl]acetate